C1(CCCCC1)CN1N=C(C=C1C1=CC=C(C=C1)C1=CC(=CC=C1)S(=O)(=O)C)C(F)(F)F 1-(cyclohexylmethyl)-5-(3'-(methylsulfonyl)-[1,1'-biphenyl]-4-yl)-3-(trifluoromethyl)-1H-pyrazole